BrC=1C=C(C=C(C1)Cl)[C@@H]1CNC(C(N1)=O)COC (6R)-6-(3-bromo-5-chlorophenyl)-3-(methoxymethyl)piperazin-2-one